1-(5Z,8Z,11Z,14Z-eicosatetraenoyl)-2-(6Z,9Z,12Z-octadecatrienoyl)-glycero-3-phosphoserine CCCCC/C=C\C/C=C\C/C=C\CCCCC(=O)O[C@H](COC(=O)CCC/C=C\C/C=C\C/C=C\C/C=C\CCCCC)COP(=O)(O)OC[C@@H](C(=O)O)N